carboxymethyl-pyridine chloride salt [Cl-].C(=O)(O)CC1=NC=CC=C1